7-hexyl-5-{[6-(trifluoromethyl)pyridin-2-yl]methyl}-5H,6H,7H,8H,9H,10H-cyclohepta[b]indole-4-carboxylic acid C(CCCCC)C1CCCC2=C(N(C3=C(C=CC=C23)C(=O)O)CC2=NC(=CC=C2)C(F)(F)F)C1